5-{(rac)-1-[(1-methyl-1H-imidazol-2-yl)methyl]-5',6'-dihydrospiro[pyrrolidine-3,4'-pyrrolo[1,2-b]pyrazol]-2'-yl}-3-(trifluoromethyl)pyridin-2-amine CN1C(=NC=C1)CN1C[C@]2(CCN3N=C(C=C32)C=3C=C(C(=NC3)N)C(F)(F)F)CC1 |r|